OC1(CN(CC1)C(=O)C1=CC=C2C(=CNC2=C1)C1=NC(=NC=C1C(F)(F)F)N[C@@H]1CN(CCC1)C(=O)OC(C)(C)C)C tert-butyl (3S)-3-[[4-[6-(3-hydroxy-3-methyl-pyrrolidine-1-carbonyl)-1H-indol-3-yl]-5-(trifluoromethyl)pyrimidin-2-yl]amino]piperidine-1-carboxylate